[Li].C(C)(C)C1=C(C(=CC(=C1)[Si](CC)(CC)CC)C(C)C)O 2,6-diisopropyl-4-triethylsilylphenol lithium